NC1=C(C(=O)N)C=C(C(=C1)O)O 2-amino-4,5-dihydroxybenzamide